ClCC=CCCl 1,2-dichloromethylethylene